perfluorodecanoic acid anion FC(C(=O)[O-])(C(C(C(C(C(C(C(C(F)(F)F)(F)F)(F)F)(F)F)(F)F)(F)F)(F)F)(F)F)F